C1(=CC=CC=C1)/C=C/CO (2E)-3-phenyl-2-propen-1-ol